OC=1C=C2C=CC(=CC2=CC1)C1=C(C=C(C=C1)O)O 4-(6-hydroxy-2-naphthyl)-1,3-benzenediol